COC1=C(C=CC(=C1)C1CCN(CC1)C)NC1=NC=C2C(=N1)N(C(N(C2)C=2C(=NN(C2C)C)C)=O)C2=NC=C(C=C2)OC 7-(2-methoxy-4-(1-methylpiperidin-4-yl)phenylamino)-1-(5-methoxypyridin-2-yl)-3-(1,3,5-trimethyl-1H-pyrazol-4-yl)-3,4-dihydropyrimido[4,5-d]pyrimidin-2(1H)-one